COC(=O)C1=NN(C(C=C1)=O)C1=C(C=CC=C1)[N+](=O)[O-] 1-(2-Nitrophenyl)-6-oxopyridazine-3-carboxylic acid methyl ester